2-(7-(8-ethylnaphthalen-1-yl)-2-((tetrahydro-1H-pyrrolizin-7a(5H)-yl)methoxy)-5,6,7,8-tetrahydropyrido[3,4-d]pyrimidin-4-yl)-2,5,7-triazaspiro[3.4]octan-6-one C(C)C=1C=CC=C2C=CC=C(C12)N1CC=2N=C(N=C(C2CC1)N1CC2(C1)NC(NC2)=O)OCC21CCCN1CCC2